(S)-1-(tert-butoxy-carbonyl)piperidine-3-carboxylic acid C(C)(C)(C)OC(=O)N1C[C@H](CCC1)C(=O)O